(S)-1-(o-tolyl)propan-1-amine hydrochloride Cl.C1(=C(C=CC=C1)[C@H](CC)N)C